FC(SC(C(=O)O)C1=CC=CC=C1)(F)F trifluoromethylthiophenylacetic acid